C(#N)C1=CC=C(C=C1)C=1C(=C(C(=C(C1)CC)C1=CC=C(C=C1)C#N)C1=CC=C(C=C1)C#N)C(C)C tris(4-cyanophenyl)-1-ethyl-4-isopropylbenzene